C(=O)(OC(C)(C)C)NBr Boc-amino bromide